(R)-2-((4-cyanophenEthyl)amino)-2-(2-methoxy-phenyl)-N-(5-(1-methyl-1H-pyrazol-4-yl)-pyridin-2-yl)-acetamide C(#N)C1=CC=C(CCN[C@@H](C(=O)NC2=NC=C(C=C2)C=2C=NN(C2)C)C2=C(C=CC=C2)OC)C=C1